(5-chloropyridin-2-yl)-5-hydroxy-N-(4-(2-hydroxyethyl)phenyl)-1H-pyrazole-3-carboxamide ClC=1C=CC(=NC1)N1N=C(C=C1O)C(=O)NC1=CC=C(C=C1)CCO